2-methyl-1-[4-(methylthio) phenyl]-2-morpholinopropyl ketone CC(C(C1=CC=C(C=C1)SC)C(=O)C(C(C)(C)N1CCOCC1)C1=CC=C(C=C1)SC)(C)N1CCOCC1